4-((4-(tert-butylamino)phenyl)amino)benzaldehyde C(C)(C)(C)NC1=CC=C(C=C1)NC1=CC=C(C=O)C=C1